ClC=1C(=CC(=C(N)C1)F)C=1C=NC(=CC1)OCC1C(C1)(F)F 5-Chloro-4-(6-((2,2-difluorocyclopropyl)methoxy)pyridin-3-yl)-2-fluoroaniline